C(C)(C)(C)C1=CC=C(C(C(=O)[O-])=C1)O 5-t-Butylsalicylat